3-Bromoacetamidothiophene BrCC(=O)NC1=CSC=C1